((3''-(difluoromethoxy)-[1,1':4',1''-terphenyl]-4-yl)oxy)-1H-1,2,3-triazole-4-carboxylic acid FC(OC=1C=C(C=CC1)C1=CC=C(C=C1)C1=CC=C(C=C1)ON1N=NC(=C1)C(=O)O)F